[N+](=O)([O-])C(=CC1=CC=CC=C1)[N+](=O)[O-] dinitrostyrene